methyl 2-bromo-4-(oxetan-4-yl)-1,3-benzothiazole-6-carboxylate BrC=1SC2=C(N1)C(=CC(=C2)C(=O)OC)C2CCO2